cyclohexaneformylsulfone C1(CCCCC1)C(=O)S(=O)(=O)C(=O)C1CCCCC1